(3-(4,4-bis(methoxymethyl)-cyclohexyl)-2-((methyl(2-(methylamino)ethyl)amino)-methyl)-6,7-dihydropyrazolo-[1,5-a]pyrazin-5(4H)-yl)(4-methoxycyclohexyl)-methanone COCC1(CCC(CC1)C=1C(=NN2C1CN(CC2)C(=O)C2CCC(CC2)OC)CN(CCNC)C)COC